(S)-6-fluoro-4-(4-fluorophenyl)-N-(1-methylpyrrolidin-3-yl)-3,4-dihydroquinoxaline-1(2H)-carboxamide FC=1C=C2N(CCN(C2=CC1)C(=O)N[C@@H]1CN(CC1)C)C1=CC=C(C=C1)F